4-(4,4-bischloromethyl-5-oxo-2-thioxo-3-(4-methylphenyl)imidazolidin-1-yl)-2-trifluoromethylbenzonitrile ClCC1(N(C(N(C1=O)C1=CC(=C(C#N)C=C1)C(F)(F)F)=S)C1=CC=C(C=C1)C)CCl